C(C)(C)(C)C=1C=C(C=C(C1)C(C)(C)C)C1=C2C=CC(C2=CC=C1)[Zr] 4-(3,5-ditertbutylphenyl)indenyl-zirconium